FC(C(F)(F)F)(F)C1=CC=C(C=O)C=C1 4-(1,1,2,2,2-pentafluoroethyl)benzaldehyde